CN(C(C(=O)NC=1C=C2C(NC(C2=CC1)=O)=O)C1=CC(=CC=C1)F)C 2-(dimethylamino)-N-(1,3-dioxoisoindol-5-yl)-2-(3-fluorophenyl)acetamide